acrylamidomethyl-phosphonic acid C(C=C)(=O)NCP(O)(O)=O